C(CCCCCCC)SCC1=C(C(=CC(=C1)CSCCCCCCCC)CC)O 2,4-bis(octylthiomethyl)-6-ethylphenol